4-chloro-2-(3-methoxyphenyl)pyrimidine ClC1=NC(=NC=C1)C1=CC(=CC=C1)OC